(5R,8S)-1-fluoro-N-(2-fluoro-5-(trifluoromethyl)phenyl)-6,7,8,9-tetrahydro-5H-5,8-epimino-cyclohepta[c]pyridine-10-carboxamide FC1=NC=CC2=C1C[C@@H]1CC[C@H]2N1C(=O)NC1=C(C=CC(=C1)C(F)(F)F)F